ClC=1C(=CC(=C(CN[C@](C(=O)O)(CO)C)C1)OCC1=CC(=CC=C1)C=1SC=C(N1)CC(=O)OCC)OCC1=C(C(=CC=C1)C1=CC2=C(OCCO2)C=C1)C (S)-2-((5-chloro-4-((3-(2,3-dihydrobenzo[b][1,4]dioxin-6-yl)-2-methylbenzyl)oxy)-2-((3-(4-(2-ethoxy-2-oxoethyl)thiazol-2-yl)benzyl)oxy)benzyl)amino)-3-hydroxy-2-methylpropanoic acid